[C@H]1([C@H](O)[C@@H](O)[C@H](O)[C@H](O1)CO)[C@@]1(C(O[C@@H]([C@H]([C@@H]1O)O)CO)[C@]1(O)[C@H](O[C@@H]2[C@H](O)[C@@H](O)[C@H](O)[C@H](O2)CO)[C@@H](O)[C@H](O)[C@H](O1)CO)O 2-alpha-D-glucopyranosyl-D-glucopyranosyl-2-O-alpha-D-glucopyranosyl-beta-D-glucopyranose